2-chloro-8-({4-[1-isopropyl-4-(trifluoromethyl)imidazol-2-yl]phenyl}methyl)pyrido[2,3-d]pyrimidin-7-one ClC=1N=CC2=C(N1)N(C(C=C2)=O)CC2=CC=C(C=C2)C=2N(C=C(N2)C(F)(F)F)C(C)C